N1C=C(C2=CC=CC=C12)C[C@@H]1C(N[C@H](C2=NC3=CC=C(C=C3C(N21)=O)I)CC(C)C)=O (1S,4R)-4-((1H-indol-3-yl)methyl)-8-iodo-1-isobutyl-1,2-dihydro-6H-pyrazino[2,1-b]quinazoline-3,6(4H)-dione